BrC1=C2N=CC(=NC2=CC(=C1)C)COC 5-bromo-2-(methoxymethyl)-7-methylquinoxaline